CC1(CCC=2C(=NC(=NC2C1)N1CC2(CN(C2)C(C=C)=O)CC1)N[C@H](CC=1SC=CN1)CC(C)C)C 1-(6-(7,7-dimethyl-4-(((2S)-4-methyl-1-(1,3-thiazol-2-yl)-2-pentanyl)amino)-5,6,7,8-tetrahydro-2-quinazolinyl)-2,6-diazaspiro[3.4]octan-2-yl)-2-propen-1-one